C(C1=CC=C(C=C1)C(C(C)(C)O)=O)C1=CC=C(C=C1)C(C(C)(O)C)=O 1,1'-(methylenebis-4,1-phenylene)bis(2-hydroxy-2-methyl-1-propanone)